[6-14C]-glucose O=C[C@H](O)[C@@H](O)[C@H](O)[C@H](O)[14CH2]O